C(C=C)(=O)NC(C(N)O)O acryloyl-1,2-dihydroxyethylenediamine